BrC=1C(=CC=2C3=C(C(=NC2C1)N1CC(C1)N(C)C)N=NN3[C@@H]3C[C@H](N(CC3)C(=O)OC(C)(C)C)CC#N)C tert-butyl (2S,4S)-4-(7-bromo-4-(3-(dimethylamino)azetidin-1-yl)-8-methyl-1H-[1,2,3]triazolo[4,5-c]quinolin-1-yl)-2-(cyanomethyl)piperidine-1-carboxylate